2-(4,4-dimethylcyclohexylidene)propanal methyl-2-(3-bromo-2-fluorophenyl)-7-hydroxy-9-(trimethylsilyl)non-8-ynoate COC(C(CCCCC(C#C[Si](C)(C)C)O)C1=C(C(=CC=C1)Br)F)=O.CC1(CCC(CC1)=C(C=O)C)C